C(C=C)O[C@@H](CC(=O)OC)CO[Si](C1=CC=CC=C1)(C1=CC=CC=C1)C(C)(C)C methyl (S)-3-(allyloxy)-4-((tert-butyldiphenylsilyl)oxy)butanoate